NC1=C(C=C(C=C1)N1[C@H](O[C@H](C1=O)C)C=1C(=NN(C1)C1=CC=C(C=C1)Br)C1=CC=C(C=C1)F)[N+](=O)[O-] (2r,5s)-3-(4-amino-3-nitrophenyl)-2-(1-(4-bromophenyl)-3-(4-fluorophenyl)-1H-pyrazol-4-yl)-5-methyl-oxazolidin-4-one